pyrido[3',4':4,5]pyrimido[1,2-a]indol-5(11H)-one C1=NC=CC2=C1N=C1N(C=3C=CC=CC3C1)C2=O